O1C(NN=C1)=S 1,3,4-oxadiazole-2(3H)-thione